CC1C(=NNC(C1)=O)C1=CC=C(C=C1)NC(=N)NS(=O)(=O)C N-(N-(4-(4-methyl-6-oxo-1,4,5,6-tetrahydropyridazine-3-yl)phenyl)amidino)methanesulfonamide